OCCOC(=O)C1=CC=C(C=C)C=C1 p-(2-hydroxyethyloxycarbonyl)styrene